7-[5-(5-fluoro-2-methoxypyridin-4-yl)-1H-pyrazole-3-carbonyl]-N-[(1r,4r)-4-hydroxy-4-(trifluoromethyl)cyclohexyl]-7-azaspiro[3.5]nonane-2-carboxamide FC=1C(=CC(=NC1)OC)C1=CC(=NN1)C(=O)N1CCC2(CC(C2)C(=O)NC2CCC(CC2)(C(F)(F)F)O)CC1